C(C)(=O)O[C@@H](C(=O)O[C@H]1[C@@H](CN(CC1)C(=O)OC(C)(C)C)N=[N+]=[N-])C1=CC=CC=C1 (3R,4R)-tert-Butyl 4-((R)-2-acetoxy-2-phenylacetoxy)-3-azidopiperidine-1-carboxylate